ClC=1C(=NC(=NC1)NC1CCOCC1)C1=CC=C2CN(C(C2=C1)=O)CC1=NOC(=C1)C 6-{5-chloro-2-[(Oxan-4-yl)amino]pyrimidin-4-yl}-2-[(5-methyl-1,2-oxazol-3-yl)methyl]-2,3-dihydro-1H-isoindol-1-one